F[C@@H]1CNCC[C@@H]1OC=1N=NC(=CN1)C1=C(C=C(C=C1)N1C=NC=C1)O 2-(3-(((3R,4S)-3-fluoropiperidin-4-yl)oxy)-1,2,4-triazin-6-yl)-5-(1H-imidazol-1-yl)phenol